sodium (S)-3-(3'-chlorobiphenyl-3-yl)-3-(3-(1-methyl-4-oxido-2-oxo-1,2-dihydropyridin-3-yl) ureido)propanoate ClC=1C=C(C=CC1)C1=CC(=CC=C1)[C@H](CC(=O)[O-])NC(=O)NC=1C(N(C=CC1[O-])C)=O.[Na+].[Na+]